C(C(C)(C)C)C1=C(OC(=C1)C(=O)O)C(=O)O.O1COC2=C1C=CC(=C2)C=2N=C(NC2C2=NC=CC=C2)C2=CC=C(C(=O)N)C=C2 4-(4-(Benzo(d)(1,3)dioxol-5-yl)-5-(pyridin-2-yl)-1H-imidazol-2-yl)benzamide neopentyl-2,5-furandicarboxylate